FC(C1=CC=C(C=C1)[B-](C1=CC=C(C=C1)C(F)(F)F)(C1=CC=C(C=C1)C(F)(F)F)C1=CC=C(C=C1)C(F)(F)F)(F)F.C[NH+](C)C Trimethylammonium tetra(p-trifluoromethylphenyl)borat